butenecarboxylic acid monoglycidyl ester C(C1CO1)OC(=O)C=CCC